2-methylpropan-2-yl-2-formyl-1,4-oxazinane-4-carboxylate CC(C)(C)OC(=O)N1CC(OCC1)C=O